N=1C=CN2C1SC1=C2C=CC=C1 benzo[d]imidazo[2,1-b]thiazol